N~2~-benzyl-N~2~-(2,3-dihydro-1,4-benzodioxin-6-ylsulfonyl)-N~1~-[2-(3,4-dimethoxyphenyl)ethyl]glycinamide C(C1=CC=CC=C1)N(CC(=O)NCCC1=CC(=C(C=C1)OC)OC)S(=O)(=O)C1=CC2=C(OCCO2)C=C1